2-[5-[(1S)-1-[[6-chloro-8-(trifluoromethyl)quinazolin-4-yl]amino]ethyl]-1,2,4-triazol-1-yl]pyrimidine-5-carboxamide ClC=1C=C2C(=NC=NC2=C(C1)C(F)(F)F)N[C@@H](C)C1=NC=NN1C1=NC=C(C=N1)C(=O)N